OCC1=CC=C(C=C1)N1C(CN(CC1)C)=O 1-(4-(hydroxymethyl)phenyl)-4-methylpiperazin-2-one